2-[[5-bromo-2-(2-methyl-4-sulfamoyl-anilino)pyrimidin-4-yl]amino]-6-fluoro-benzamide BrC=1C(=NC(=NC1)NC1=C(C=C(C=C1)S(N)(=O)=O)C)NC1=C(C(=O)N)C(=CC=C1)F